BrC1=CC=C(C=C1)C1=CC2=C(S1)C1=C(C(C3=C2C=C(C=C3)F)=O)C=CC(=C1)N1CCCC1 2-(4-bromophenyl)-5-fluoro-11-(pyrrolidin-1-yl)-8H-dibenzo[3,4:6,7]cyclohepta[1,2-b]thiophen-8-one